methyl (CIS)-3-(2-hydroxythiazol-4-yl)-2-((((CIS)-4-phenylcyclohexyl)oxy)-methyl)piperidine-1-carboxylate OC=1SC=C(N1)[C@@H]1[C@@H](N(CCC1)C(=O)OC)CO[C@@H]1CC[C@@H](CC1)C1=CC=CC=C1